2-methyl-4-propylethyl-benzene CCCC1=CC=C(C=C1)CCC